CN(C1=CC=C(C=C1)P(CCCC)CCCC)C p-dimethylaminophenyl-dibutylphosphine